4-(((2'-Chloro-4,5,5',6'-tetrahydro-2H-spiro[furan-3,8'-pyrano[3,4-b]pyridin]-4'-yl)oxy)methyl)tetrahydro-2H-thiopyran 1,1-dioxide ClC1=CC(=C2C(=N1)C1(OCC2)COCC1)OCC1CCS(CC1)(=O)=O